[S-]CCC.[Na+] sodium thiopropoxide